N-(5-((3,5-Dimethoxyphenyl)ethynyl)-4-isopropoxypyridin-2-yl)-7-formyl-3,4-dihydro-1,8-naphthyridine-1(2H)-carboxamide COC=1C=C(C=C(C1)OC)C#CC=1C(=CC(=NC1)NC(=O)N1CCCC2=CC=C(N=C12)C=O)OC(C)C